ClC1=NC=C(C(=N1)NCC1=CC=C(C=C1)C=1N(C=C(N1)C(F)(F)F)C)N 2-chloro-N4-[[4-[1-methyl-4-(trifluoromethyl)imidazol-2-yl]phenyl]methyl]pyrimidine-4,5-diamine